BrC=1C=C2C(=C(C(N(C2=NC1)CC1=CC=C(C=C1)F)=O)C(=O)OCC)C ethyl 6-bromo-1-(4-fluorobenzyl)-4-methyl-2-oxo-1,2-dihydro-1,8-naphthyridine-3-carboxylate